C(#N)CC1CC(C1)(C1=NN=CN1C)C=1C=C(C=CC1)NC(=O)C1=CC(=C2C(=N1)C(CN2)(C)C)CNCC2CCC2 N-(3-((1s,3s)-3-(cyanomethyl)-1-(4-methyl-4H-1,2,4-triazol-3-yl)cyclobutyl)phenyl)-7-(((cyclobutylmethyl)amino)methyl)-3,3-dimethyl-2,3-dihydro-1H-pyrrolo[3,2-b]pyridine-5-carboxamide